2-(3-methoxyprop-1-en-1-yl)-4,4,5,5-tetramethyl-1,3,2-dioxaborolane COCC=CB1OC(C(O1)(C)C)(C)C